COC=1C=C(C=C(C1)OC)N1C(CN(C(C1)=O)C(C)=O)=O 1-(3,5-dimethoxyphenyl)-4-acetylpiperazine-2,5-dione